C(C=1C(O)=CC=CC1)(=O)OCCCCCCCCCCCCCCCCCCCCCC(C)C Dimethylbehenyl salicylate